C(C)(C)C12CCC(CC1)C2 exo-isopropylnorbornan